1-(4-(4-((3-(3,6-difluoropyridin-2-yl)-1-((1r,4r)-4-ethoxycyclohexyl)-1H-pyrazol-4-yl)carbamoyl)thiazol-2-yl)-1H-pyrazol-1-yl)ethyl dihydrogen phosphate arginine salt N[C@@H](CCCNC(N)=N)C(=O)O.P(=O)(OC(C)N1N=CC(=C1)C=1SC=C(N1)C(NC=1C(=NN(C1)C1CCC(CC1)OCC)C1=NC(=CC=C1F)F)=O)(O)O